4-(4-(2,2,2-trifluoroethyl)piperazin-1-yl)benzamide methyl-(E)-2-(2-bromomethylphenyl)-2-methoxyiminoacetate COC(/C(=N/OC)/C1=C(C=CC=C1)CBr)=O.FC(CN1CCN(CC1)C1=CC=C(C(=O)N)C=C1)(F)F